O=C1N(C(CC1)=O)CCCC=O 2,5-DIOXO-1-PYRROLIDINEBUTANAL